1-ethyl-1-methylcyclopentane C(C)C1(CCCC1)C